O=S1(C[C@@H](CC1)NCC(CC1=C(C(NC=N1)=O)O)C1=CC=C(C=C1)C#CC1=CC=C(C=C1)CN1CCOCC1)=O 6-(3-(((R)-1,1-dioxidotetrahydrothiophen-3-yl)amino)-2-(4-((4-(morpholinomethyl)phenyl)ethynyl)phenyl)propyl)-5-hydroxypyrimidin-4(3H)-one